[S].[Si].[Na] sodium silicon sulfur